C(C)N1C(=NN(C1=O)C1=NC(=C(C(=O)OC(C)C)C=C1F)O[C@H](C(F)(F)F)C)CF Isopropyl (S)-6-(4-ethyl-3-(fluoromethyl)-5-oxo-4,5-dihydro-1H-1,2,4-triazol-1-yl)-5-fluoro-2-((1,1,1-trifluoropropan-2-yl)oxy)nicotinate